Cl.C1(CC1)C(C1=CNC(C2=CC=CC=C12)=O)NCC 4-(Cyclopropyl-(ethylamino)methyl)isoquinolin-1(2H)-one hydrochloride